2-(2-((3-(4-((1-methylpiperidin-4-yl)amino)-1-(2,2,2-trifluoroethyl)-1H-indol-2-yl)prop-2-yn-1-yl)amino)-5-(methylsulfonyl)phenoxy)acetamide CN1CCC(CC1)NC1=C2C=C(N(C2=CC=C1)CC(F)(F)F)C#CCNC1=C(OCC(=O)N)C=C(C=C1)S(=O)(=O)C